C1(CC1)NC[C@@H]1CN(CC1)C=1N=CC(=NC1)C(=O)NC=1N=C(C=2N(C1)C=C(N2)C)C 5-[(3R)-3-[(cyclopropylamino)methyl]pyrrolidin-1-yl]-N-(2,8-dimethylimidazo[1,2-a]pyrazin-6-yl)pyrazine-2-carboxamide